3-[(5-{[2-({3-[methoxy(methyl)carbamoyl]phenyl}methyl)-2H-1,2,3,4-tetrazol-5-yl]methyl}-2H-1,2,3,4-tetrazol-2-yl)methyl]benzoic acid CON(C(=O)C=1C=C(C=CC1)CN1N=C(N=N1)CC=1N=NN(N1)CC=1C=C(C(=O)O)C=CC1)C